5-bromo-7-fluoro-1H-indazole BrC=1C=C2C=NNC2=C(C1)F